(S)-1-(1-(4-(2-((tert-butyldimethylsilyl)oxy)ethoxy)phenyl)-3-ethoxypropan-2-yl)-1H-imidazo[4,5-c]quinoline [Si](C)(C)(C(C)(C)C)OCCOC1=CC=C(C=C1)C[C@@H](COCC)N1C=NC=2C=NC=3C=CC=CC3C21